2,4-di-tert-pentylphenyl 3,5-di-tert-butyl-4-hydroxybenzoate C(C)(C)(C)C=1C=C(C(=O)OC2=C(C=C(C=C2)C(C)(C)CC)C(C)(C)CC)C=C(C1O)C(C)(C)C